C(OC=1C=C(C=CC1)[C@@H](C)NC(OC(C)(C)C)=O)([2H])([2H])[2H] tert-butyl (R)-(1-(3-(methoxy-d3)phenyl)ethyl)carbamate